FC(C1=CC(=C(C#N)C=C1)C)F 4-(difluoromethyl)-2-methylbenzonitrile